N1[C@@H](CCC1=O)C(=O)O.N[C@@H](CCCNC(N)=N)C(=O)O L-Arginine Pyroglutamate